C(C=C)(=O)OCC1=CC(=CC(=C1)C=C)C=C 3,5-divinylbenzyl acrylate